methyl (1R,2S,5S)-3-[(2S)-2-[(7,7-difluoro-2-azaspiro[3.3]heptane-2-carbonyl)amino]-3,3-dimethyl-butanoyl]-6,6-dimethyl-3-azabicyclo[3.1.0]hexane-2-carboxylate FC1(CCC12CN(C2)C(=O)N[C@H](C(=O)N2[C@@H]([C@H]1C([C@H]1C2)(C)C)C(=O)OC)C(C)(C)C)F